O1CCN(CC1)C(CNC(CN([C@@H](CCCCNC(CCCCC(=O)ON1C(CCC1=O)=O)=O)C(=O)NCC(=O)N1CCOCC1)CC(NCC(N1CCOCC1)=O)=O)=O)=O 2,5-dioxopyrrolidin-1-yl (S)-6-((5-(bis(2-((2-morpholino-2-oxoethyl)amino)-2-oxoethyl)amino)-6-((2-morpholino-2-oxoethyl)amino)-6-oxohexyl)amino)-6-oxohexanoate